Cl.BrC=1C=C2C(C(=NNC2=CC1)C)=O 6-bromo-3-methylcinnolin-4(1H)-one HCl